C(=O)C=1C=C(C(=C(C1)N(S(=O)(=O)C1=CC=CC=C1)S(=O)(=O)C1=CC=CC=C1)OC)OC N-(5-formyl-2,3-dimethoxyphenyl)-N-(phenylsulfonyl)benzenesulfonamide